3-(1-oxo-5-(5,6,7,8-tetrahydroisoquinolin-3-yl)isoindolin-2-yl)piperidine-2,6-dione O=C1N(CC2=CC(=CC=C12)C=1N=CC=2CCCCC2C1)C1C(NC(CC1)=O)=O